3-cyclobutyl-4-[4-(morpholin-4-yl)piperidin-1-yl]-1-phenyl-1H-pyrazolo[3,4-b]pyridine-6-carboxylic acid C1(CCC1)C1=NN(C2=NC(=CC(=C21)N2CCC(CC2)N2CCOCC2)C(=O)O)C2=CC=CC=C2